C(C1=CC=CC=C1)OCC1=CC=C(C=C1)NC(=O)C1=CN=C(S1)Br N-(4-((benzyloxy)methyl)-phenyl)-2-bromothiazole-5-carboxamide